tert-butyl (R)-2-(2-hydroxyethyl)piperidine-1-carboxylate OCC[C@@H]1N(CCCC1)C(=O)OC(C)(C)C